N-(bicyclo[1.1.1]pent-1-yl)-6-(4-fluorophenyl)-4-hydroxy-1-(2-morpholinoethyl)-2-oxo-1,2-dihydro-1,8-naphthyridine-3-carboxamide C12(CC(C1)C2)NC(=O)C=2C(N(C1=NC=C(C=C1C2O)C2=CC=C(C=C2)F)CCN2CCOCC2)=O